4-(((3S,4R)-1-((6-(difluoromethoxy)pyridin-3-yl)sulfonyl)-4-hydroxy-4-(hydroxymethyl)pyrrolidin-3-yl)oxy)-2-fluorobenzonitrile FC(OC1=CC=C(C=N1)S(=O)(=O)N1C[C@@H]([C@@](C1)(CO)O)OC1=CC(=C(C#N)C=C1)F)F